triazine compound with ethanol C(C)O.N1=NN=CC=C1